tert-butyl (S)-4-(1-(2-cyano-5-formyl-4-methyl-1H-indol-1-yl)propan-2-yl)piperazine-1-carboxylate C(#N)C=1N(C2=CC=C(C(=C2C1)C)C=O)C[C@H](C)N1CCN(CC1)C(=O)OC(C)(C)C